ClC=1N=NC(=C2C1C=NC=C2)C2=C(C=C(C=C2)C(F)(F)F)OC 4-chloro-1-[2-methoxy-4-(trifluoromethyl)phenyl]pyrido[3,4-d]pyridazine